1-(pyridin-2-ylcarbonyl)benzotriazole 7-oxanorbornene-2-carboxylate C12C(=CC(CC1)O2)C(=O)O.N2=C(C=CC=C2)C(=O)N2N=NC1=C2C=CC=C1